5-(cyclopropylmethyl)-4-(6-methoxypyridin-3-yl)-2-(2-methyl-2H-indazol-5-yl)-2,5-dihydro-3H-pyrrolo[3,2-c]pyridazin-3-one C1(CC1)CN1C=CC2=NN(C(C(=C21)C=2C=NC(=CC2)OC)=O)C2=CC1=CN(N=C1C=C2)C